C(=CC)N1CCN(CC1)C1=C(C(=NC2=C(C(=C(C=C12)Cl)C1=CC=C(C2=C1N=C(S2)N)F)F)C2=CC=NN2CCN(C)C)C#N 4-(4-propenylpiperazin-1-yl)-7-(2-amino-7-fluorobenzo[d]thiazol-4-yl)-6-chloro-2-(1-(2-(dimethylamino)ethyl)-1H-pyrazol-5-yl)-8-fluoroquinoline-3-carbonitrile